(4-(2-(hydroxymethyl)phenyl)thiazol-2-yl)-5-(4-(methylsulfonyl)piperazin-1-yl)picolinamide OCC1=C(C=CC=C1)C=1N=C(SC1)C=1C(=NC=C(C1)N1CCN(CC1)S(=O)(=O)C)C(=O)N